(R)-2-methyl-N-(1-(naphthalen-1-yl)ethyl)-5-(2-(pyrrolidin-1-yl)acetamido)benzamide 2,2,2-trifluoroacetate FC(C(=O)O)(F)F.CC1=C(C(=O)N[C@H](C)C2=CC=CC3=CC=CC=C23)C=C(C=C1)NC(CN1CCCC1)=O